CSC1=NC=C(C(=N1)NC(C)C)C=O 2-(methylsulfanyl)-4-(propan-2-ylamino)pyrimidine-5-carbaldehyde